C(C)OC(CCCCC\C=C/CCC)OCC (4Z)-11,11-diethoxy-4-undecene